tert-butyl 2-(3-acetyl-5-(4,4,5,5-tetramethyl-1,3,2-dioxaborolan-2-yl)-1H-indol-1-yl)acetate C(C)(=O)C1=CN(C2=CC=C(C=C12)B1OC(C(O1)(C)C)(C)C)CC(=O)OC(C)(C)C